C1C(CC2=CC=CC=C12)CC(=O)N[C@@H]([C@@H](C1=NC=CC=C1)O)CN1CCCC1 2-(2,3-dihydro-1H-inden-2-yl)-N-((1S,2R)-1-hydroxy-1-(pyridin-2-yl)-3-(pyrrolidin-1-yl)propan-2-yl)acetamide